The molecule is an epoxide obtained by formal epoxidation across the 2,3-double bond of (6E)-2,6,11-trimethyldodeca-2,6,10-triene It is an epoxide and an olefinic compound. CC(=CCC/C(=C/CCC1C(O1)(C)C)/C)C